1-(4-(hydroxymethyl)benzyl)-1-(2-aminoethyl)-3-(1H-indazol-5-yl)thiourea hydrochloride Cl.OCC1=CC=C(CN(C(=S)NC=2C=C3C=NNC3=CC2)CCN)C=C1